[K].C1CCC2=C(C=3CCCC3C=C12)NC(=O)NS(=O)(=O)C1=NC=CC=N1 N-((1,2,3,5,6,7-Hexahydro-s-indacen-4-yl)carbamoyl)pyrimidine-2-sulfonamide, Potassium Salt